C(#N)[C@H](C[C@H]1C(NCCC1)=O)NC(=O)C1C2C(C2CN1C([C@H](C(C)(C)C)NC(C(F)(F)F)=O)=O)(C)C N-((S)-1-cyano-2-((S)-2-oxopiperidin-3-yl)ethyl)-3-((S)-3,3-dimethyl-2-(2,2,2-trifluoroacetamido)butanoyl)-6,6-dimethyl-3-azabicyclo[3.1.0]hexane-2-carboxamide